N1(CCCCC1)C1=CC=C(C=C1)C1CNC(N1)=O 5-(4-(piperidin-1-yl)phenyl)imidazolidin-2-on